astato-N-[4-(6-(isopropylamino)pyridin-4-yl)-1,3-thiazol-2-yl]-N-methylbenzamide [At]C1=C(C(=O)N(C)C=2SC=C(N2)C2=CC=NC(=C2)NC(C)C)C=CC=C1